C(C)C=1C(=CC=C2C=C(C=C(C12)C1=CC=C2C(=NC(=NC2=C1F)OC[C@]12CCCN2C[C@@H](C1)F)N1C[C@@](CCC1)(O)C)O)F (R)-1-(7-(8-Ethyl-7-fluoro-3-hydroxynaphthalen-1-yl)-8-fluoro-2-(((2R,7aS)-2-fluorotetrahydro-1H-pyrrolizin-7a(5H)-yl)methoxy)quinazolin-4-yl)-3-methylpiperidin-3-ol